4-{2-Cyclopropyl-6-[6-({[2-(oxetan-3-yl)propan-2-yl]amino}methyl)-1-oxo-3H-isoindol-2-yl]pyridin-4-yl}-3-(4-methyl-1,2,4-triazol-3-yl)benzonitrile C1(CC1)C1=NC(=CC(=C1)C1=C(C=C(C#N)C=C1)C1=NN=CN1C)N1C(C2=CC(=CC=C2C1)CNC(C)(C)C1COC1)=O